2-[1-[(4-isopropylphenyl)methyl]-5-oxopyrrolidin-2-yl]-N-(1-methyl-1H-1,2,4-triazol-5-yl)acetamide C(C)(C)C1=CC=C(C=C1)CN1C(CCC1=O)CC(=O)NC1=NC=NN1C